C(CCCCCCCCC)(=O)OCCCCCCCN(CCCCCCCC(=O)OC(CCCCCCCC)CCCCCCCC)CCO 7-[2-hydroxyethyl-[8-(1-octylnonoxy)-8-oxo-octyl]amino]heptyl decanoate